(R)-N-(6-(3-(3-(2,4-bis(trifluoromethyl)phenyl)-7-fluoro-2-oxo-2,3,4,5-tetrahydro-1H-benzo[b]azepin-1-yl)prop-1-yn-1-yl)pyridazin-3-yl)-N-(methylsulfonyl)methanesulfonamide FC(C1=C(C=CC(=C1)C(F)(F)F)[C@H]1CCC2=C(N(C1=O)CC#CC1=CC=C(N=N1)N(S(=O)(=O)C)S(=O)(=O)C)C=CC(=C2)F)(F)F